N-(4-(2-(4-methoxyphenyl)propan-2-yl)thiazol-2-yl)-5-(piperazin-1-yl)picolinamide COC1=CC=C(C=C1)C(C)(C)C=1N=C(SC1)NC(C1=NC=C(C=C1)N1CCNCC1)=O